BrC1=CC=C(C(=N1)C[C@@]1(C[C@H](N(CC1)C(C1=C(C=CC=C1)C(F)(F)F)=O)C)C(=O)[O-])F (2R,4R)-4-((6-bromo-3-fluoropyridin-2-yl)methyl)-2-methyl-1-(2-(trifluoromethyl) benzoyl)piperidine-4-carboxylate